N-(5-chloro-3-fluoro-2-((4-methylpiperazin-1-yl)methyl)isonicotinoyl)-O-((1S,3S)-3-(2-(5,6,7,8-tetrahydro-1,8-naphthyridin-2-yl)ethyl)cyclobutyl)-L-homoserine ClC1=CN=C(C(=C1C(=O)N[C@@H](CCOC1CC(C1)CCC1=NC=2NCCCC2C=C1)C(=O)O)F)CN1CCN(CC1)C